(E)-N-(4-methoxy-3-(2-(4-methylcyclohexyl)vinyl)phenyl)methanesulfonamide 3-methylpiperazin-1-carboxylat CC1CN(CCN1)C(=O)O.COC1=C(C=C(C=C1)NS(=O)(=O)C)\C=C\C1CCC(CC1)C